NC(CC(P(O)(=O)O)P(O)(=O)O)O 3-amino-3-hydroxypropane-1,1-diphosphonic acid